{1-(1-{[4-(4-chlorophenyl)cyclohexyl]carbonyl}piperidin-4-yl)-3-[4-(7H-pyrrolo[2,3-d]pyrimidin-4-yl)-1H-pyrazol-1-yl]azetidin-3-yl}acetonitrile ClC1=CC=C(C=C1)C1CCC(CC1)C(=O)N1CCC(CC1)N1CC(C1)(N1N=CC(=C1)C=1C2=C(N=CN1)NC=C2)CC#N